NC/C(/CN1N=CN(C1=O)CC1=CSC=C1C1=CC2=C(OCO2)C=C1)=C\F 2-[(2E)-2-(aminomethyl)-3-fluoroprop-2-en-1-yl]-4-{[4-(1,3-benzodioxol-5-yl)thiophen-3-yl]methyl}-2,4-dihydro-3H-1,2,4-triazol-3-one